COC1=CC=C(CN2N=C(N=C2)N)C=C1 1-(4-methoxybenzyl)-1H-1,2,4-triazol-3-amine